3-(2-(hydroxycarbamoyl)chroman-6-yl)propyl 3,4-dihydroisoquinoline-2(1H)-carboxylate C1N(CCC2=CC=CC=C12)C(=O)OCCCC=1C=C2CCC(OC2=CC1)C(NO)=O